9-cyclopentyl-2-[2-(2-morpholin-4-yl-ethoxy)-benzyl]-1,9-dihydro-purin-6-one C1(CCCC1)N1C=2N=C(NC(C2N=C1)=O)CC1=C(C=CC=C1)OCCN1CCOCC1